C1(CC1)C=1C=C(C=CC1)[C@H](C)NC(=O)C=1C=C2C(=C(N(C2=CC1)CC1=CC=C(O[C@H](C(=O)OC)C)C=C1)C)C (S)-Methyl 2-(4-((5-(((S)-1-(3-cyclopropylphenyl)ethyl)carbamoyl)-2,3-dimethyl-1H-indol-1-yl)methyl)phenoxy)propanoate